ClC1=CC(=C(C=C1CC)NCCNC(OC(C)(C)C)=O)[N+](=O)[O-] tert-butyl (2-((4-chloro-5-ethyl-2-nitrophenyl)amino)ethyl)carbamate